tert-butyl 4-(2-oxo-2,3-dihydro-1H-benzo[d]imidazol-4-yl)piperazine-1-carboxylate O=C1NC2=C(N1)C=CC=C2N2CCN(CC2)C(=O)OC(C)(C)C